C(C)(C)(C)OC(=O)N1C(CCC1)CI 2-(iodomethyl)-1-pyrrolidinecarboxylic acid tert-butyl ester